2-(2-((7-(5-carbamoylthiophen-3-yl)benzofuran-5-yl)methoxy)phenyl)acetic acid C(N)(=O)C1=CC(=CS1)C1=CC(=CC=2C=COC21)COC2=C(C=CC=C2)CC(=O)O